BrC=1C=2N(C=C(C1)C1CC1)C=C(N2)COC2=C(N=NC(=C2)Cl)N 4-((8-bromo-6-cyclopropylimidazo[1,2-a]pyridin-2-yl)methoxy)-6-chloropyridazin-3-amine